6-(trifluoromethyl)-3-pyridinebutanoic acid FC(C1=CC=C(C=N1)CCCC(=O)O)(F)F